(9Z,12Z)-3-((4,4-bis(Octyloxy)butanoyl)oxy)-2-((((3-(diethylamino)propoxy)carbonyl)oxy)methyl)propyl-octadeca-9,12-dienoat C(CCCCCCC)OC(CCC(=O)OCC(COC(CCCCCCC\C=C/C\C=C/CCCCC)=O)COC(=O)OCCCN(CC)CC)OCCCCCCCC